3-(5-(difluoromethyl)-1,3,4-thiadiazol-2-yl)-N-(3-(difluoromethyl)oxetane-3-yl)-8-(4-isobutyrylpiperazin-1-yl)-N-((2-(trimethylsilyl)ethoxy)methyl)imidazo[1,5-a]pyridine-6-sulfonamide FC(C1=NN=C(S1)C1=NC=C2N1C=C(C=C2N2CCN(CC2)C(C(C)C)=O)S(=O)(=O)N(COCC[Si](C)(C)C)C2(COC2)C(F)F)F